FC=1C=C2C(=NC1)C(=C(N2)C2=C(C=NC=C2)OCCN(C(OC(C)(C)C)=O)C)C2=CC=CC=C2 tert-butyl (2-{[4-(6-fluoro-3-phenyl-1H-pyrrolo[3,2-b]pyridin-2-yl)pyridin-3-yl]oxy}ethyl)methylcarbamate